(3R)-N-(4-(4-morpholino-7H-pyrrolo[2,3-d]pyrimidin-6-yl)phenyl)-1-(piperidin-3-yl)pyrrolidine-3-carboxamide O1CCN(CC1)C=1C2=C(N=CN1)NC(=C2)C2=CC=C(C=C2)NC(=O)[C@H]2CN(CC2)C2CNCCC2